CC(C[C@@H](C(N[C@H](C=O)C[C@H]1C(NCCC1)=O)=O)NC([C@H](CC1=CC=CC2=CC=CC=C12)NC(=O)C1=NC=CN=C1)=O)C N-((S)-1-(((S)-4-methyl-1-oxo-1-(((S)-1-oxo-3-((S)-2-oxopiperidin-3-yl)propan-2-yl)amino)pentan-2-yl)amino)-3-(naphthalen-1-yl)-1-oxopropan-2-yl)pyrazine-2-carboxamide